NC1=NC=C(C2=C1C(=C(S2)C2=CC=C(C=C2)NC(C(=C)C)=O)C2=CC(=C(C=C2)OC2=NC=CC(=N2)C)F)C=2C=NN(C2)C N-(4-(4-amino-3-(3-fluoro-4-((4-methylpyrimidin-2-yl)oxy)phenyl)-7-(1-methyl-1H-pyrazol-4-yl)thieno[3,2-c]pyridin-2-yl)phenyl)methacrylamide